oxoaporphine C1=CC=C2C(=C1)C3=CC=CC4=C3C(=NC=C4)C2=O